C(C(=C)C)(=O)OCCCCO Hydroxybutyl methacrylat